C(C)(C)(C)OC(=O)N1CCC(CC1)C(C(=O)OCC)CC1=CC(=CC=C1)Br.C1(CC2C(CC1)O2)CC[Si](OC)(OC)OC β-(3,4-epoxycyclohexyl)ethyltrimethoxysilane tert-butyl-4-[1-[(3-bromophenyl)methyl]-2-ethoxy-2-oxo-ethyl]piperidine-1-carboxylate